1,3-dimethyl-2-oxo-1,2-dihydroquinoxaline CN1C(C(=NC2=CC=CC=C12)C)=O